(7-bromobenzo[d][1,3]dioxolan-4-yl)methanol BrC1=CC=C(C2=C1OCO2)CO